5-(4-(4-(2-(2-Aminopyridin-3-yl)-5-(4-chlorophenyl)-3H-imidazo[4,5-b]pyridin-3-yl)benzyl)piperazine-1-carbonyl)-2-hydroxybenzaldehyde NC1=NC=CC=C1C1=NC=2C(=NC(=CC2)C2=CC=C(C=C2)Cl)N1C1=CC=C(CN2CCN(CC2)C(=O)C=2C=CC(=C(C=O)C2)O)C=C1